N1=C2C(=NC=C1)N(C=C2)C=2C=C1C(=NC2)N=CN1 6-(5H-pyrrolo[2,3-b]pyrazin-5-yl)-1H-imidazo[4,5-b]pyridine